CNCCNCCNCC(=O)O N-[2-[[2-(methylamino)ethyl]amino]ethyl]-glycine